BrC=1N(C=CC1)C(=O)OC(C)(C)C tert-butyl 2-bromo-1H-pyrrole-1-carboxylate